NC1=NC=CC=C1C1=NC=2C(=NC(=CC2)C#N)N1C1=CC=C(C=C1)CO 2-(2-aminopyridin-3-yl)-3-(4-(hydroxymethyl)phenyl)-3H-imidazo[4,5-b]pyridine-5-carbonitrile